C(CCCCCCCCCN)N decylenediamine